2,4,6-tris(4-morpholinylthio)-[1,3,5]-triazine N1(CCOCC1)SC1=NC(=NC(=N1)SN1CCOCC1)SN1CCOCC1